CN(CC=1C=NC=C(C1)C=1N=CN(C1)COCC[Si](C)(C)C)C N,N-dimethyl-(5-(1-((2-(trimethylsilyl)ethoxy)methyl)-1H-imidazol-4-yl)pyridin-3-yl)methanamine